C(C1=CC=CC=C1)OC1=C(C=C(C(=O)O)C=C1)C1OCCO1 4-(benzyloxy)-3-(1,3-dioxolan-2-yl)benzoic acid